ClC1=C(C(=CC=C1)Cl)N1N=C(C(=C1)NC1=NC=C(C=C1)N1N=NN=C1C)C(=O)N 1-(2,6-dichlorophenyl)-4-((5-(5-methyl-1H-tetrazol-1-yl)pyridin-2-yl)amino)-1H-pyrazole-3-carboxamide